2-ethoxyethyl(trimethyl)ammonium 3-chlorosalicylate ClC1=C(C(C(=O)[O-])=CC=C1)O.C(C)OCC[N+](C)(C)C